(3R,5S)-1-(4-(3-bromo-5-fluoro-2-methoxyphenyl)pyridin-2-yl)-3,5-dimethylpiperazine BrC=1C(=C(C=C(C1)F)C1=CC(=NC=C1)N1C[C@H](N[C@H](C1)C)C)OC